COC(C1=C(C=C(C(=C1)O[Si](C)(C)C(C)(C)C)F)[N+](=O)[O-])=O methyl-5-[tert-butyl(dimethyl)silyl]oxy-4-fluoro-2-nitrobenzoate